2-amino-1-ethanol NCCO